O[C@H]1[C@@H](O)[C@@H](O)[C@H](O)[C@H](O1)C β-D-rhamnopyranose